COC1=CC2=C(C=C(O2)C2=CC=C(C=C2)CCCCC)C=C1 6-methoxy-2-(4-pentyl-phenyl)-benzofuran